FC=1C=C(C(=C(C1)C(C(=O)OCC)N(CCC(CC1CCN(CC1)C)C1=CC(=CC=C1)C(F)(F)F)C)C1CCC(CC1)OC(F)(F)F)C ethyl 2-(5-fluoro-3-methyl-2-((1r,4r)-4-(trifluoromethoxy)cyclohexyl)-phenyl)-2-(methyl(4-(1-methylpiperidin-4-yl)-3-(3-(trifluoromethyl)phenyl)butyl)amino)acetate